C(N)([S-])=S.C(C)[Sn+2]CC.C(N)([S-])=S diethyl-tin dithiocarbamate